1-(4-iodo-1-methyl-1H-pyrazol-5-yl)spiro[benzo[d][1,3]oxazin-4,1'-cyclopentane]-2(1H)-one IC=1C=NN(C1N1C(OC2(CCCC2)C2=C1C=CC=C2)=O)C